CC(CC)OC1=C(C=CC=C1)B(O)O [2-(BUTAN-2-YLOXY)PHENYL]BORANEDIOL